N-benzyl-3-(4-chlorophenyl)-N-(5-phenyl-1,2,4-oxadiazol-3-yl)propiolamide C(C1=CC=CC=C1)N(C(C#CC1=CC=C(C=C1)Cl)=O)C1=NOC(=N1)C1=CC=CC=C1